(4-Methoxypiperidin-1-yl)-N-(6-methoxypyridin-2-yl)-2-morpholinooxazolo[4,5-b]pyridine-6-carboxamide COC1CCN(CC1)C1=C(C=C2C(=N1)N=C(O2)N2CCOCC2)C(=O)NC2=NC(=CC=C2)OC